ClC1=C(C=C(C=C1)C(F)(F)F)S(=O)(=O)Cl 2-chloro-5-(trifluoromethyl)benzene-1-sulfonyl chloride